tert-butyl (4-acetyl-2-methoxy-5-nitrophenyl)carbamate C(C)(=O)C1=CC(=C(C=C1[N+](=O)[O-])NC(OC(C)(C)C)=O)OC